Cl\C(=C/C=O)\C1=CC=CC=C1 (Z)-3-CHLORO-3-PHENYLACRYLALDEHYDE